5-methoxy-2,2-dimethyl-N-(3-methyl-1-(2-(pyridin-4-yl)ethyl)-1H-indazol-6-yl)2H-chromen-6-carboxamide COC1=C2C=CC(OC2=CC=C1C(=O)NC1=CC=C2C(=NN(C2=C1)CCC1=CC=NC=C1)C)(C)C